COS(=O)(=O)[O-].C(CCCCCCCCCCCCCCC)(=O)[N+](CCO)(CC)C(CCCCCCCCCCCCCCC)=O bis-(palmitoyl)-ethylhydroxyethyl-ammonium methyl-sulfate